ClCC(=O)CCl chloromethylketone